ClC=1C=C(C=C(C1)Cl)N1CCN(CC1)S(=O)(=O)C1=CC=C(C=C1)NC(C1=C(C=CC(=C1)CNC(CO)CO)N(S(=O)(=O)C)C)=O N-(4-((4-(3,5-dichlorophenyl)piperazin-1-yl)sulfonyl)phenyl)-5-(((1,3-dihydroxypropan-2-yl)amino)methyl)-2-(N-methylmethylsulfonamido)benzamide